C(CCC)[C@@H]1N=C(C2=CC=C(C=C2C1)OC)C1=CC=C(C=C1)CNC12CC(C1)C2 N-({4-[(3S)-3-butyl-6-methoxy-3,4-dihydroisoquinolin-1-yl]phenyl}methyl)bicyclo[1.1.1]pentan-1-amine